6-(2-Methyl-2H-indazol-5-yl)-N-(piperidin-4-yl)-1,3-benzothiazol-2-amin CN1N=C2C=CC(=CC2=C1)C1=CC2=C(N=C(S2)NC2CCNCC2)C=C1